C(C)(C)(C)OC(=O)N[C@@H](C(=O)OC(C)(C)C)CCCOC1=C(C(=C(C=C1)Cl)Cl)C=O tert-butyl (R)-2-((tert-butoxycarbonyl)amino)-5-(3,4-dichloro-2-formylphenoxy)pentanoate